BrCCCCOC=1C(=C(C2=CC3=CC4=CC=CC=C4C=C3C=C2C1)C#N)C1=CC=NN1 3-(4-bromobutoxy)-2-(1H-pyrazol-5-yl)-1-naphthacene-nitrile